Nε-Boc-Nα-Fmoc-L-lysine C(=O)(OC(C)(C)C)NCCCC[C@H](NC(=O)OCC1C2=CC=CC=C2C2=CC=CC=C12)C(=O)O